(S)-N-(5-methyl-4-oxo-2,3,4,5-tetrahydrobenzo[b][1,4]oxazepin-3-yl)-1-(trifluoromethyl)-1H-pyrazolo[4,3-c]pyridine-6-carboxamide CN1C2=C(OC[C@@H](C1=O)NC(=O)C1=CC3=C(C=N1)C=NN3C(F)(F)F)C=CC=C2